bromo-2-methylthiazole-4-carboxylic acid methyl ester COC(=O)C=1N=C(SC1Br)C